ClC=1C=CC(=NC1)COC1=NN=C(S1)NC(=O)C=1C=NC(=CC1C1=C(C=CC=C1OC)F)CO N-[5-[(5-chloropyridin-2-yl)methoxy]-1,3,4-thiadiazol-2-yl]-4-(2-fluoro-6-methoxyphenyl)-6-(hydroxymethyl)pyridine-3-carboxamide